2-(2H-benzotriazol-2-yl)-6-dodecyl-4-propylphenol N=1N(N=C2C1C=CC=C2)C2=C(C(=CC(=C2)CCC)CCCCCCCCCCCC)O